ethyl 4-((3-amino-5-methylphenyl)carbamoyl)benzoate NC=1C=C(C=C(C1)C)NC(=O)C1=CC=C(C(=O)OCC)C=C1